N-[(2S,3R)-2-[([1,1'-biphenyl]-3-yl)methyl]-4,4-difluoro-1-(2-methylpropanoyl)pyrrolidin-3-yl]ethanesulfonamide C1(=CC(=CC=C1)C[C@@H]1N(CC([C@@H]1NS(=O)(=O)CC)(F)F)C(C(C)C)=O)C1=CC=CC=C1